COC1=C(N=NC(=C1)N1N=CC=C1)C(=O)OC methyl 4-methoxy-6-(1H-pyrazol-1-yl)pyridazine-3-carboxylate